methyl-2-(trifluoromethyl)quinoline-7-carboxamide CC=1C(=NC2=CC(=CC=C2C1)C(=O)N)C(F)(F)F